(R)-4-(1-hydroxyethyl)benzonitrile O[C@H](C)C1=CC=C(C#N)C=C1